1-(2,6-difluorophenyl)hexyl acetate C(C)(=O)OC(CCCCC)C1=C(C=CC=C1F)F